methyl 4-(1-methyl-1H-pyrazol-4-yl)piperidine-4-carboxylate CN1N=CC(=C1)C1(CCNCC1)C(=O)OC